FC=1C=C(C=CC1)C(C(=O)N1[C@H]([C@H]2[C@@H](C1)CCC2)C(=O)N[C@@H](C[C@H]2C(NCC2)=O)C(CF)=O)(F)F (1R,3aS,6aR)-2-(2-(3-fluorophenyl)-2,2-difluoroacetyl)-N-((S)-4-fluoro-3-oxo-1-((S)-2-oxopyrrolidin-3-yl)butan-2-yl)octahydrocyclopenta[c]pyrrole-1-carboxamide